C12N(CC(NC1)C2)C2=CC=1C(=C(N=NC1Cl)C)C=N2 7-(2,5-diazabicyclo[2.2.1]heptane-2-yl)-1-chloro-4-methylpyrido[3,4-d]pyridazine